FC1C=C(C1)C(=O)NCC(CC1=CC=NC=C1)=O (trans)-3-fluoro-N-(2-oxo-3-(pyridine-4-yl)propyl)cyclobutene-1-carboxamide